FC1=C(C(=O)N[C@@H](C(N2CCC3(CC2)C(CNC(C3)=O)C3=CC=NC=C3)=O)C(C)C)C=C(C=C1)C(F)(F)F 2-fluoro-N-((2R)-3-methyl-1-oxo-1-(10-oxo-7-(pyridin-4-yl)-3,9-diazaspiro[5.5]undecan-3-yl)butan-2-yl)-5-(trifluoromethyl)benzamide